(S)-N-((R)-4,4-difluoropyrrolidin-3-yl)-1-(4-fluorophenyl)-N-methyl-3,4-dihydroisoquinoline-2(1H)-carboxamide FC1([C@@H](CNC1)N(C(=O)N1[C@H](C2=CC=CC=C2CC1)C1=CC=C(C=C1)F)C)F